OC(=O)C(F)(F)F.C(C)(=O)O acetic acid TFA salt